ClC=1C=C(C=O)C(=CN1)OC 2-CHLORO-5-METHOXYISONICOTINALDEHYDE